IC=1NC2=CC=CC(=C2C1)[N+](=O)[O-] 2-iodo-4-nitro-1H-indole